CS(=O)(=O)C1=CC=C(C=C1)C1=NC(=NC=C1)N [4-(methylsulfonyl)phenyl]-2-pyrimidinamine